3,5-difluoro-4-((2-(trifluoromethoxy)pyridin-4-yl)oxy)benzaldehyde FC=1C=C(C=O)C=C(C1OC1=CC(=NC=C1)OC(F)(F)F)F